1-(4-cyano-3-trifluoromethylphenyl-1H-pyrazol-3-yl)-4-fluorobenzamide C(#N)C1=C(C=C(C=C1)N1N=C(C=C1)C1(C(=O)N)CC=C(C=C1)F)C(F)(F)F